6-(2-methoxyethoxy)pyridin-3-ylboronic acid COCCOC1=CC=C(C=N1)B(O)O